CCS(=O)(=O)OC1=NN(C=N1)C(C1=CC=CC=C1)(C1=CC=CC=C1)C1=CC=CC=C1 (1-trityl-1H-1,2,4-triazol-3-yl) methylmesylate